C(C=C)(=O)N1[C@H](CN(C[C@H]1C)C1=C(C(N(C2=NC(=C(C=C12)Cl)C1=C(C=CC=C1F)N)C=1C(=NC=CC1C)C(C)C)=O)C#N)C 4-((3S,5R)-4-propenoyl-3,5-dimethylpiperazin-1-yl)-7-(2-amino-6-fluorophenyl)-6-chloro-1-(2-isopropyl-4-methylpyridin-3-yl)-2-oxo-1,2-dihydro-1,8-naphthyridine-3-carbonitrile